[Cl-].C(CCCCC)N1C=NC=C1 1-hexylimidazole chloride salt